N(=[N+]=[N-])CC1=C2C=CNC2=CC(=C1OC1=CC(=CC=C1)C=1N(C=C(N1)C(C)(CCCOC(C)(C#C)C)C1=CC(=CC=C1)Br)C)F 4-(azidomethyl)-5-(3-(4-(2-(3-bromophenyl)-5-((2-methylbut-3-yn-2-yl)oxy)pentan-2-yl)-1-methyl-1H-imidazol-2-yl)phenoxy)-6-fluoro-1H-indole